N4,N6-bis(4,4-difluorocyclohexyl)-2-(6-(trifluoromethyl)pyrazin-2-yl)pyrimidine-4,6-diamine FC1(CCC(CC1)NC1=NC(=NC(=C1)NC1CCC(CC1)(F)F)C1=NC(=CN=C1)C(F)(F)F)F